FC1=CC(=C(N[C@H](C)C=2C=C(C=C3C(C=C(OC23)C2CCOCC2)=O)C)C=C1)C=1C=CC2=C(C=NOB2O)C1 8-[(1R)-1-[4-fluoro-2-(1-hydroxy-2,3,1-benzoxazaborinin-6-yl)anilino]ethyl]-6-methyl-2-tetrahydropyran-4-yl-chromen-4-one